COCCOC(=O)C=1C=CC2=C(NC=N2)C1 2-methoxyethyl-1H-benzo[d]imidazole-6-carboxylate